6-((1R,3s,5S,6r)-6-(1-Ethyl-3-(5-(trifluoromethyl)pyridin-3-yl)-1H-pyrazol-5-yl)bicyclo[3.1.0]hexan-3-yl)-2-thia-6-azaspiro[3.4]octane 2,2-dioxide C(C)N1N=C(C=C1C1[C@H]2CC(C[C@@H]12)N1CC2(CS(C2)(=O)=O)CC1)C=1C=NC=C(C1)C(F)(F)F